P(=O)(O)(O)OC[C@H]([C@H]([C@@H](C=O)O)O)O D-arabinose 5-phosphate